monosilyl-chlorosilane [SiH3][SiH2]Cl